2',3-dichloro-4-[(3,5-difluoropyridin-2-yl)methoxy]-5',6-dimethyl-[1,4'-bipyridin]-2-one ClC1=NC=C(C(=C1)N1C(C(=C(C=C1C)OCC1=NC=C(C=C1F)F)Cl)=O)C